OC1=CC=C(C=C1)C1=CC(=C2C=NNC2=C1)[O] [6-(4-hydroxyphenyl)-1H-indazol-4-yl]oxygen